tert-butyl (2S,3R,6S)-3-((dibenzylamino)methyl)-2,6-dimethylmorpholine-4-carboxylate C(C1=CC=CC=C1)N(CC1=CC=CC=C1)C[C@H]1N(C[C@@H](O[C@H]1C)C)C(=O)OC(C)(C)C